((4aR,8aS)-1-(4-fluorophenyl)-6-((1-propyl-1H-pyrazol-4-yl)sulfonyl)-4,4a,5,6,7,8,8a,9-octahydro-1H-pyrazolo[3,4-g]isoquinolin-4a-yl)(thiazol-2-yl)methanone FC1=CC=C(C=C1)N1N=CC2=C1C[C@@H]1CCN(C[C@]1(C2)C(=O)C=2SC=CN2)S(=O)(=O)C=2C=NN(C2)CCC